BrC=1N=C2SC3=C(N2C1)C=CC(=C3)C(=O)NC 2-bromo-N-methylbenzo[d]imidazo[2,1-b]thiazole-7-carboxamide